P(=O)(O[C@@H]1CN(C(O1)=O)C1=CC(=C(C=C1)C=1C=NC(=CC1)C=1N=NN(N1)C)F)(OC)[O-] ((5R)-3-(4-(6-(2-methyl-2H-tetrazol-5-yl)-3-pyridyl)-3-fluorophenyl)-2-oxo-5-oxazolidinyl) methyl phosphate